1-((S)-1-(5-fluoropyridin-2-yl)ethyl)-4-oxo-6-((1R,2S)-2-(pyrimidin-2-yl)cyclobutyl)-4,5-dihydro-1H-pyrazolo[3,4-d]pyrimidine-3-carbonitrile FC=1C=CC(=NC1)[C@H](C)N1N=C(C2=C1N=C(NC2=O)[C@H]2[C@H](CC2)C2=NC=CC=N2)C#N